5-((2'-(6-(2-methoxyethoxy)-1,3-dihydro-2H-pyrrolo[3,4-c]pyridin-2-yl)-[2,4'-bipyrimidin]-4-yl)ethynyl)-1H-indazole COCCOC1=CC2=C(C=N1)CN(C2)C2=NC=CC(=N2)C2=NC=CC(=N2)C#CC=2C=C1C=NNC1=CC2